2-isopropyl-6-(1-(methylsulfinyl)ethyl)phenol C(C)(C)C1=C(C(=CC=C1)C(C)S(=O)C)O